2-[3-(dimethylamino)propylamino]Thiazole-4-carboxylic acid methyl ester COC(=O)C=1N=C(SC1)NCCCN(C)C